CN(C(OC(C)(C)C)=O)C=1N=CC2=CC(=NC=C2C1)C=1C=NC(=CC1C)C(CCC(F)(F)F)=O tert-butyl methyl(7-(4-methyl-6-(4,4,4-trifluorobutanoyl)pyridin-3-yl)-2,6-naphthyridin-3-yl)carbamate